[F-].[F-].C(C)[SiH](CC)[Zr+2](C1C=CC2=CC=CC=C12)C1C=CC2=CC=CC=C12 diethylsilyl-bis(indenyl)zirconium difluoride